3-(2-Chloro-5-fluorophenoxy)-N-(6-sulfamoylpyridin-2-yl)-6-(trifluoromethyl)pyridazine-4-carboxamide ClC1=C(OC=2N=NC(=CC2C(=O)NC2=NC(=CC=C2)S(N)(=O)=O)C(F)(F)F)C=C(C=C1)F